COC(C1=C(N=CC=C1)C1=CC(=C(C=C1)OC(F)F)OCC1CC1)=O (3-(cyclopropylmethoxy)-4-(difluoromethoxy)phenyl)nicotinic acid methyl ester